ClC=1C=CC(=C(C1)NS(=O)(=O)C=1C=C2CCCC2=CC1)N1CCCC12COCC2 N-(5-chloro-2-{7-oxa-1-azaspiro[4.4]non-1-yl}phenyl)-2,3-dihydro-1H-indene-5-sulfonamide